pyridine dibenzoyl-L-tartrate salt C(C1=CC=CC=C1)(=O)[C@]([C@](C(=O)O)(O)C(C1=CC=CC=C1)=O)(O)C(=O)O.N1=CC=CC=C1